8-trifluoromethyl-pyrrolo[1,2-A]quinoxalin-4(5H)-one FC(C1=CC=C2NC(C=3N(C2=C1)C=CC3)=O)(F)F